3-oxetanmethylamine O1CC(C1)CN